C(=CC)C1C2C=CC(C1C)C2 5-propenyl-6-methylnorbornene